The molecule is a tripeptide composed of one D-alanine and two glycine residues joined in sequence. It has a role as a metabolite. C[C@H](C(=O)NCC(=O)NCC(=O)O)N